1-((4-(4-FLUORO-2-METHYL-1H-INDOL-5-YLOXY)-6-METHOXYQUINOLIN-7-YLOXY)METHYL)CYCLOPROPANAMINE FC1=C2C=C(NC2=CC=C1OC1=CC=NC2=CC(=C(C=C12)OC)OCC1(CC1)N)C